methyl 2-(6-(hydroxymethyl)-3-azabicyclo[4.1.0]heptan-3-yl)-4-nitrobenzoate OCC12CCN(CC2C1)C1=C(C(=O)OC)C=CC(=C1)[N+](=O)[O-]